7-bromo-6-phosphono(difluoro-methyl)-3-naphthalenonitrile BrC1=C(C=C2C=C(C=C(C2=C1)C(F)F)C#N)P(=O)(O)O